(4-(1-phenyl-1H-benzo[d]imidazol-2-yl)phenyl)boric acid C1(=CC=CC=C1)N1C(=NC2=C1C=CC=C2)C2=CC=C(C=C2)OB(O)O